C(C)(C)(C)OC(=O)N1C(COCC1)C1=C(C=C(C=C1)N1C(=CC2=C1N=CN=C2Cl)Cl)F.N2(N=NC=C2)C=2C=NC=C(C2)N2N=NC=C2 3,5-bis(triazole-1-yl)pyridine tert-Butyl-3-(4-(4,6-dichloro-7H-pyrrolo[2,3-d]pyrimidin-7-yl)-2-fluorophenyl)morpholine-4-carboxylate